C1(CC1)CN(N)C(C1=C(C=C(C=C1)/C(=C/C(C(F)(F)F)C1=CC(=C(C(=C1)Cl)Cl)Cl)/F)C(F)(F)F)=O (Z)-N-(cyclopropylmethyl)-4-(1,4,4,4-tetrafluoro-3-(3,4,5-trichlorophenyl)but-1-en-1-yl)-2-(trifluoromethyl)benzoyl-hydrazine